CCC#COS(=O)(=O)C1=CC=C(C=C1)C butynyl tosylate